Cl.Cl.ClC=1C(=C2C=NNC2=CC1)C=1C=CC=2N(C1)C=C(N2)NC(=O)C2CC2 N-(6-(5-chloro-1H-indazol-4-yl)imidazo[1,2-a]pyridin-2-yl)cyclopropanecarboxamide, Dihydrochloride salt